p-chlorobenzenesulfinate ammonium salt [NH4+].ClC1=CC=C(C=C1)S(=O)[O-]